Cl.C1=C2C(C3C(OC4=C3C=CC=C4)C2=CC=C1)=O 4b,9b-dihydro-10H-indeno[1,2-b]benzofuran-10-one hydrochloride